o-Methyl benzoyl benzoate COC(=O)C1=CC=CC=C1C(=O)C2=CC=CC=C2